1-(2,2,3,3,3-pentafluoropropyl)-1H-pyrazol FC(CN1N=CC=C1)(C(F)(F)F)F